tert-butyl 4-((6-bromoisoquinolin-4-yl)oxy)piperidine-1-carboxylate BrC=1C=C2C(=CN=CC2=CC1)OC1CCN(CC1)C(=O)OC(C)(C)C